CN1CC(C1)(C)[C@@](O)(C=1C=NC=C(C1)C1=NOC(=N1)C1(CCNCC1)C)C1=CC=C(C=C1)C(C)C (R)-(1,3-Dimethyl-azetidin-3-yl)-(4-isopropyl-phenyl)-{5-[5-(4-methyl-piperidin-4-yl)-[1,2,4]oxadiazol-3-yl]-pyridin-3-yl}-methanol